OCC(C)(C)C=1C=C(C=CC1)S(=O)(=O)N(CC1=CC=C(C=C1)OC)CC1=CC=C(C=C1)OC 3-(1-hydroxy-2-methylpropan-2-yl)-N,N-bis(4-methoxybenzyl)benzenesulfonamide